((1S,6R,7R)-3-(3-(4-chloro-2-methyl-2H-indazol-5-yl)-1H-pyrazolo[3,4-b]pyrazin-6-yl)-7-(2-fluorophenyl)-3-azabicyclo[4.1.0]heptan-7-yl)methanamine ClC=1C2=CN(N=C2C=CC1C1=NNC2=NC(=CN=C21)N2C[C@@H]1[C@]([C@@H]1CC2)(C2=C(C=CC=C2)F)CN)C